C1=CC=CC=2C(OCC3=C(C21)C=CC=C3)=O dibenzo[c,e]oxepin-5(7H)-one